(S)-(4-(1-(3-Amino-1-cyclopentyl-3-oxopropyl)-1H-pyrazol-4-yl)-7H-pyrrolo[2,3-d]pyrimidin-7-yl)methylpivalate NC(C[C@@H](C1CCCC1)N1N=CC(=C1)C=1C2=C(N=CN1)N(C=C2)CCC(C(=O)[O-])(C)C)=O